CC1=NN(C(=C1)C)C=1C=CC(N(N1)C1CCN(CC1)C1=NC=2C(=NC=CC2)N1C)=O 6-(3,5-dimethylpyrazol-1-yl)-2-[1-(3-methylimidazo[4,5-b]pyridin-2-yl)piperidin-4-yl]pyridazin-3-one